The molecule is an omega carboxyacyl-CoA that is the S-pimeloyl derivative of coenzyme A. It has a role as a metabolite. It derives from a coenzyme A and a pimelic acid. It is a conjugate acid of a pimeloyl-CoA(5-). CC(C)(COP(=O)(O)OP(=O)(O)OC[C@@H]1[C@H]([C@H]([C@@H](O1)N2C=NC3=C(N=CN=C32)N)O)OP(=O)(O)O)[C@H](C(=O)NCCC(=O)NCCSC(=O)CCCCCC(=O)O)O